tert-butyl 3-(4-((3-chloro-2-fluorophenyl) amino) quinazolin-6-yl)-3-methylazetidine-1-carboxylate ClC=1C(=C(C=CC1)NC1=NC=NC2=CC=C(C=C12)C1(CN(C1)C(=O)OC(C)(C)C)C)F